(S)-2-(1-(2-Chloro-6-fluorophenoxy)-8-((1,1,1-trifluoropropan-2-yl)oxy)phthalazin-6-yl)-4-ethyl-5-(hydroxymethyl)-2,4-dihydro-3H-1,2,4-triazol-3-one ClC1=C(OC2=NN=CC3=CC(=CC(=C23)O[C@H](C(F)(F)F)C)N2N=C(N(C2=O)CC)CO)C(=CC=C1)F